ferric silicate [Si]([O-])([O-])([O-])[O-].[Fe+3].[Si]([O-])([O-])([O-])[O-].[Si]([O-])([O-])([O-])[O-].[Fe+3].[Fe+3].[Fe+3]